calcium cresotate C1(=C(C(=CC=C1)C)O)C(=O)[O-].[Ca+2].C1(=C(C(=CC=C1)C)O)C(=O)[O-]